3-ethyltoluene C(C)C=1C=C(C)C=CC1